(2E)-3-{4-[(6S)-2,3,6,9-tetramethyl-6H-thieno[3,2-f][1,2,4]triazolo[4,3-a][1,4]diazepin-4-yl]phenyl}prop-2-enoic acid tert-butyl ester C(C)(C)(C)OC(\C=C\C1=CC=C(C=C1)C1=N[C@H](C=2N(C3=C1C(=C(S3)C)C)C(=NN2)C)C)=O